O=C1NC(CCC1C1=CC(=C(C=C1)N1CCC(CC1)CN1CC2(C1)CCN(CC2)NC(OCC2=CC=CC=C2)=O)F)=O benzyl N-[2-[[1-[4-(2,6-dioxo-3-piperidyl)-2-fluoro-phenyl]-4-piperidyl]methyl]-2,7-diazaspiro[3.5]nonan-7-yl]carbamate